OC1=C(C=CC(=C1)O)/C=C/C(=O)N1CCN(CC1)\C=C\CC=1SC=CC1 (E)-3-(2,4-dihydroxyphenyl)-1-[4-((E)-3-(thiophen-2-yl)propen-1-yl)piperazin-1-yl]prop-2-en-1-one